OC1=C(C=CC(=C1)C(=O)O)N=NC1=CC=C(C=C1)C(=O)O hydroxy-4,4'-biscarboxylazobenzene